C(#C)C1=CC(=NC=2N=C(N=CC21)NC2=CC=C(C=C2)N2CCN(CC2)C)N2C(NCC2C(C)C)=O 1-(5-ethynyl-2-{[4-(4-methylpiperazin-1-yl)phenyl]amino}pyrido[2,3-d]pyrimidin-7-yl)-5-isopropylimidazolidin-2-one